3-Phenoxybenzyl ((1RS)-cis,trans-3-(2,2-dichlorovinyl)-2,2-dimethylcyclopropanecarboxylate) ClC(=C[C@@H]1C([C@@H]1C(=O)OCC1=CC(=CC=C1)OC1=CC=CC=C1)(C)C)Cl